tert-butyl 2-((5-chloro-2-(trifluoromethoxy) phenyl) amino)-2-oxoacetate ClC=1C=CC(=C(C1)NC(C(=O)OC(C)(C)C)=O)OC(F)(F)F